trans-2-[5-fluoro-1-(4-fluoro-3-methyl-phenyl)-2-isopropyl-indol-3-yl]Ethyl cyclopropanecarboxylate C1(CC1)C(=O)OCCC1=C(N(C2=CC=C(C=C12)F)C1=CC(=C(C=C1)F)C)C(C)C